CNC(=O)C1=NN(C=N1)C(C1=CC=CC=C1)(C1=CC=CC=C1)C1=CC=CC=C1 N-methyl-1-(triphenylmethyl)-1H-1,2,4-triazole-3-carboxamide